ethyl 7-fluoro-5-methylsulfonyl-4-oxo-1-[4-(trifluoromethoxy)phenyl]cinnoline-3-carboxylate FC1=CC(=C2C(C(=NN(C2=C1)C1=CC=C(C=C1)OC(F)(F)F)C(=O)OCC)=O)S(=O)(=O)C